(3-methoxy-4-((3-(7-((7-methyl-3-oxa-7-azabicyclo[3.3.1]nonan-9-yl)amino)-3-(2,2,2-trifluoroethyl)benzo[b]thiophen-2-yl)prop-2-yn-1-yl)amino)phenyl)dimethylphosphine oxide COC=1C=C(C=CC1NCC#CC1=C(C2=C(S1)C(=CC=C2)NC2C1COCC2CN(C1)C)CC(F)(F)F)P(C)(C)=O